N-(6-((3',5'-difluoro-[1,1'-biphenyl]-3-yl)methyl)-5-(2-fluoro-2-methoxyacetyl)-5-azaspiro[2.4]heptan-7-yl)methanesulfonamide FC=1C=C(C=C(C1)F)C1=CC(=CC=C1)CC1N(CC2(CC2)C1NS(=O)(=O)C)C(C(OC)F)=O